1-(5-{[4-chloro-3-(5-phenyl-1H-imidazol-2-yl)phenyl]amino}-1,2,3,4-tetrahydroisoquinolin-2-yl)-2,3-dihydroxypropan-1-one ClC1=C(C=C(C=C1)NC1=C2CCN(CC2=CC=C1)C(C(CO)O)=O)C=1NC(=CN1)C1=CC=CC=C1